CN1C(=CC(=CC1=O)OCC12CN(C(C1)(C2)CO)C(=O)OC(C)(C)C)C tert-butyl 4-[(1,2-dimethyl-6-oxopyridin-4-yl)oxymethyl]-1-(hydroxymethyl)-2-azabicyclo[2.1.1]hexane-2-carboxylate